N-(6-chloropyridin-3-yl)-6-(1-methoxypropyl)isoquinolin-1-amine ClC1=CC=C(C=N1)NC1=NC=CC2=CC(=CC=C12)C(CC)OC